tert-butyl-(2S)-2-{[2-ethyl-4-{2-[(5-fluoropyridin-2-yl)amino]-2-oxoethyl}-5,8-dioxo-5,8-dihydro-4H-pyrazolo[1,5-a]pyrrolo[3,4-d]pyrimidin-6(7H)-yl]methyl}morpholine C(C)(C)(C)N1C[C@H](OCC1)CN1C(C=2N(C=3N(C(C2C1)=O)N=C(C3)CC)CC(=O)NC3=NC=C(C=C3)F)=O